N(C1=CC=CC=C1)C1=NC=CC(=C1)C(=O)O 2-(anilino)pyridine-4-carboxylic acid